C1(CCC1)NC([O-])=O (cyclobutyl)carbamate